Chloropinacolone ClCC(C(C)(C)C)=O